4-chloro-N-(2,3-dihydro-1H-inden-2-yl)-6-((2-hydroxy-3-methylphenyl)amino)picolinamide ClC1=CC(=NC(=C1)NC1=C(C(=CC=C1)C)O)C(=O)NC1CC2=CC=CC=C2C1